6,6'-(naphthalene-1,2-diyl-bis(4,1-phenylene))bis(2,4-diphenyl-1,3,5-triazine) C1(=C(C=CC2=CC=CC=C12)C1=CC=C(C=C1)C1=NC(=NC(=N1)C1=CC=CC=C1)C1=CC=CC=C1)C1=CC=C(C=C1)C1=NC(=NC(=N1)C1=CC=CC=C1)C1=CC=CC=C1